N=S1(C(CCC1)C1=NC(=NC(=C1)N1[C@@H](COCC1)C)C1=C2C(=NC(=C1)OC)NC=C2)=O 1-imino-2-(2-(6-methoxy-1H-pyrrolo[2,3-b]pyridin-4-yl)-6-((R)-3-methylmorpholino)-pyrimidin-4-yl)tetrahydro-1H-1λ6-thiophene 1-oxide